4-iodo-1-(4-methoxybenzyl)-1H-imidazole-5-carbaldehyde IC=1N=CN(C1C=O)CC1=CC=C(C=C1)OC